(2S,11aR)-2-(benzyloxy)-6-(2,2-difluoropropoxy)-7-fluoro-8-methyl-2,3,11,11a-tetrahydro-1H,5H-Benzo[f]pyrrolo[2,1-c][1,4]oxazepin-5-one C(C1=CC=CC=C1)O[C@H]1C[C@@H]2COC3=C(C(N2C1)=O)C(=C(C(=C3)C)F)OCC(C)(F)F